N'-((3-(3-fluorophenyl)-2-(trifluoromethyl)-6,7-dihydro-5H-cyclopenta[b]pyridin-4-yl)carbamoyl)-1H-pyrazole-3-sulfonimidamide FC=1C=C(C=CC1)C=1C(=C2C(=NC1C(F)(F)F)CCC2)NC(=O)N=S(=O)(N)C2=NNC=C2